FC=1C=C(C=C(C1)OCC(C)C)C1=CC=C(C(=N1)N1C(C[C@@H](C1)C)(C)C)C(=O)NS(N[C@H]1CNCCC1)(=O)=O 6-(3-Fluoro-5-isobutoxyphenyl)-N-[[(3R)-3-piperidyl]sulfamoyl]-2-[(4S)-2,2,4-trimethylpyrrolidin-1-yl]pyridin-3-carboxamid